lithium 4-amino-7-fluoro-1-(2,2,2-trifluoroethyl)-1H-pyrazolo[4,3-c]quinoline-8-carboxylate NC1=NC=2C=C(C(=CC2C2=C1C=NN2CC(F)(F)F)C(=O)[O-])F.[Li+]